2-(1-(cis-4-isopropylcyclohexyl)-3-oxo-1H-spiro[isoquinoline-4,4-piperidin]-2(3H)-yl)acetamide C(C)(C)[C@H]1CC[C@H](CC1)C1N(C(C2(CCNCC2)C2=CC=CC=C12)=O)CC(=O)N